NC=1C2=C(N=CN1)N(C=C2C2=C(C=C(C=C2)NC(CC2=C1C=CC=NC1=CC=C2)=O)C)C N-(4-(4-amino-7-methyl-7H-pyrrolo[2,3-d]pyrimidin-5-yl)-3-methylphenyl)-2-(quinolin-5-yl)acetamide